BrC1=C(C(=C(C(=C1[2H])Br)[2H])Br)[2H] 1,3,5-tribromobenzene-2,4,6-d3